3-Chloro-4-methylphenylhydrazine hydrochloride Cl.ClC=1C=C(C=CC1C)NN